4-(6-((4-(cyclopropanecarbonyl)-2-fluorobenzyl)oxy)pyridin-2-yl)piperidine-1-carboxylic acid tert-butyl ester C(C)(C)(C)OC(=O)N1CCC(CC1)C1=NC(=CC=C1)OCC1=C(C=C(C=C1)C(=O)C1CC1)F